1-bromo-3'-chloro-4-tert-butyl-biphenyl BrC1(CC=C(C=C1)C(C)(C)C)C1=CC(=CC=C1)Cl